(3-(4-nitrophenoxy)cyclopentyl)methanol [N+](=O)([O-])C1=CC=C(OC2CC(CC2)CO)C=C1